FC1=C(C=CC(=C1C)F)NC(=O)[C@H]1N(CCC1)C1=NC(=CC(=C1)C(F)(F)F)C (S)-N-(2,4-difluoro-3-methylphenyl)-1-(6-methyl-4-(trifluoromethyl)pyridin-2-yl)pyrrolidine-2-carboxamide